(E)-pent-1-enylboronic acid pinacol ester C(=C\CCC)/B1OC(C)(C)C(C)(C)O1